(S)-4-{2-[5-(4-acetylaminophenyl)oxazol-2-ylamino]-2-(2-phenylthiazol-4-yl)ethyl}phenylaminosulfonic acid C(C)(=O)NC1=CC=C(C=C1)C1=CN=C(O1)N[C@@H](CC1=CC=C(C=C1)NS(=O)(=O)O)C=1N=C(SC1)C1=CC=CC=C1